1H-imidazole-2-formaldoxime N1C(=NC=C1)C=NO